2-(7,7-Difluoro-5-azaspiro[2.4]heptan-5-yl)-N-((2-(2,2,2-trifluoroethoxy)pyridin-4-yl)methyl)acetamide FC1(CN(CC12CC2)CC(=O)NCC2=CC(=NC=C2)OCC(F)(F)F)F